NC1=C(O)C=C(C=C1O)N 2,5-diaminoresorcinol